4-(2-chloro-9h-purin-6-yl)-3-methylmorpholine ClC1=NC(=C2N=CNC2=N1)N1C(COCC1)C